(4-Methoxytetrahydro-2H-pyran-4-yl) methyl-4-methylbenzenesulfonate CC1=C(C=CC(=C1)C)S(=O)(=O)OC1(CCOCC1)OC